[Cl-].C(CCCCCCCC)[N+](CC)(CCCCCCCCC)CCCCCCCCC tri-n-nonylethyl-ammonium chloride